pentanoic acid 5,5,6-trimethyl-bicyclo[2.2.1]hept-2-yl ester CC1(C2CC(C(C1C)C2)OC(CCCC)=O)C